(6-((4-(2-(diethylamino)benzothiazole-6-yl)-5-fluoropyrimidine-2-yl)amino)pyridine-3-yl)(4-ethylpiperazine-1-yl)ketone C(C)N(C=1SC2=C(N1)C=CC(=C2)C2=NC(=NC=C2F)NC2=CC=C(C=N2)C(=O)N2CCN(CC2)CC)CC